O1C(=NC2=NC=CC=C21)C=2C=C(N)C=CC2 3-(oxazolo[4,5-b]pyridin-2-yl)aniline